FC1=CC=C(C=C1)N(C(=O)[C@H]1N(CCC1)C(=O)OCC1=CC=CC=C1)C1COC1.ONC1=C(C=CC=C1)N N-hydroxy o-phenylenediamine benzyl (2S)-2-[(4-fluorophenyl)(oxetan-3-yl)carbamoyl]pyrrolidine-1-carboxylate